3-(5-{[(4-fluorophenyl)methyl]amino}-1-(3-hydroxy-2,2-dimethylpropanoyl)-4-methoxy-1H-pyrazol-3-yl)-1-methanesulfonyl-4-methylpyrrolidin-2-one FC1=CC=C(C=C1)CNC1=C(C(=NN1C(C(CO)(C)C)=O)C1C(N(CC1C)S(=O)(=O)C)=O)OC